1-Boc-4-piperidineacetate C(=O)(OC(C)(C)C)N1CCC(CC1)CC(=O)[O-]